C1(=C(C=CC=C1)C1=C(C2=C(OC3=C2C=CC=C3)C=C1)C1=NN=NC(=C1C1=C(C=CC=C1)C1=CC=CC=C1)C1=CC=CC=C1)C1=CC=CC=C1 biphenylyl[phenyl(biphenylyl)triazineyl]dibenzofuran